NC[C@H](CC(=O)O)C1=CC=C(C=C1)Cl |r| (RS)-4-Amino-3-(4-chlorophenyl)butyric acid